TRANS-2-HEPTENAL C(\C=C\CCCC)=O